N-(2-cyanoethyl)-4-(1-(2,2-difluoroethyl)-2-(trifluoromethyl)-1H-benzimidazol-4-yl)-N-methylbenzamide C(#N)CCN(C(C1=CC=C(C=C1)C1=CC=CC=2N(C(=NC21)C(F)(F)F)CC(F)F)=O)C